(±)-5-Amino-3-((4-(t-butoxycarbonyl)piperazin-2-yl)methoxy)-2-chloroisonicotinic acid NC1=CN=C(C(=C1C(=O)O)OC[C@@H]1NCCN(C1)C(=O)OC(C)(C)C)Cl |r|